O=C1NC(CCC1N1C(C2=CC=C(C=C2C1=O)N1CCN(CC1)CC1CCN(CC1)CCN1CCNCC1)=O)=O 2-(2,6-dioxo-3-piperidyl)-5-[4-[[1-(2-piperazin-1-ylethyl)-4-piperidyl]methyl]piperazin-1-yl]isoindoline-1,3-dione